CC1(C[C@H](CC=2N1N=CC2C(=O)O)C2=CC=CC=C2)C (5R)-7,7-dimethyl-5-phenyl-4,5,6,7-tetrahydropyrazolo[1,5-a]pyridine-3-carboxylic acid